s-butyl sulfone C(C)(CC)S(=O)(=O)C(C)CC